4-(4-((4-chloro-3-(trifluoromethyl)phenyl)sulfonyl)-2-(piperidin-1-yl)phenyl)-2,4-dihydro-3H-1,2,4-triazole-3-thione ClC1=C(C=C(C=C1)S(=O)(=O)C1=CC(=C(C=C1)N1C(NN=C1)=S)N1CCCCC1)C(F)(F)F